CN1C(=CC2=CC=CC=C12)C(=O)O 1-Methyl-2-indolecarboxylic acid